nonanoic acid methylamide CNC(CCCCCCCC)=O